decanyl hexanoate C(CCCCC)(=O)OCCCCCCCCCC